ClC1=CC=C(C=C1)N1SC(N(C1=O)CC1=CC=C(CNC(OCC2=NC3=C(C(=CC(=C3C=C2)Cl)Cl)O)=O)C=C1)=O (5,7-dichloro-8-hydroxyquinolin-2-yl)methyl (4-((2-(4-chlorophenyl)-3,5-dioxo-1,2,4-thiadi-azolidin-4-yl) methyl)benzyl)carbamate